(7R)-2-{2-[1-(cyclopropylmethyl)-1H-indol-2-yl]-7-methoxy-1-{[1-(pyridin-2-yl)-1H-pyrazol-4-yl]methyl}-1H-1,3-benzodiazole-5-carbonyl}-2-azabicyclo[2.2.1]heptan-7-amine C1(CC1)CN1C(=CC2=CC=CC=C12)C1=NC2=C(N1CC=1C=NN(C1)C1=NC=CC=C1)C(=CC(=C2)C(=O)N2C1CCC(C2)[C@H]1N)OC